1,6-diaminononane NCCCCCC(CCC)N